F[C@H]1[C@H](C1)C=O ((1R,2R)-2-fluorocyclopropyl)methanone